tert-Butyl (3S)-4-[[4-(3-cyanophenyl)-5-(2,6-dimethyl-4-pyridyl)thiazol-2-yl]carbamoyl]-3-(hydroxymethyl)piperazine-1-carboxylate C(#N)C=1C=C(C=CC1)C=1N=C(SC1C1=CC(=NC(=C1)C)C)NC(=O)N1[C@@H](CN(CC1)C(=O)OC(C)(C)C)CO